C(C)(C)(C)OC(NCC(=O)N1[C@@H](CC(C1)(F)F)C(N)=O)=O tert-Butyl-(S)-(2-(2-carbamoyl-4,4-difluoropyrrolidin-1-yl)-2-oxoethyl)carbamat